FC(OC=1C=C(C=C(C1)F)C=1N=C2N(C=CC(=C2)C(=O)OC)C1CC)F Methyl 2-(3-(difluoromethoxy)-5-fluorophenyl)-3-ethylimidazo[1,2-a]Pyridine-7-carboxylate